3-(indolin-1-ylsulfonyl)-N-(4-methoxyphenyl)benzamide N1(CCC2=CC=CC=C12)S(=O)(=O)C=1C=C(C(=O)NC2=CC=C(C=C2)OC)C=CC1